C1=C(C=C(C=C1O)O)C2=CC(=CC(=C2)O)O diresorcin